tert-butyl 4-hydroxy-4-(7-methoxyimidazo[1,2-a]pyridin-6-yl)piperidine-1-carboxylate OC1(CCN(CC1)C(=O)OC(C)(C)C)C=1C(=CC=2N(C1)C=CN2)OC